C1(=CC=CC=C1)P(OC1=CC=CC=C1)(OC(C1=C(C=C(C=C1C)C)C)=O)=O phenyl (2,4,6-trimethylbenzoyl) phenylphosphonate